2-(4-methoxybenzyl)-2,3-dihydrobenzo[d]isothiazole COC1=CC=C(CN2SC3=C(C2)C=CC=C3)C=C1